1-(1-benzyl-5-indolinyl)-3-phenyl-Urea C(C1=CC=CC=C1)N1CCC2=CC(=CC=C12)NC(=O)NC1=CC=CC=C1